OC1=C(N(N=C1C)CCC=1SC=CN1)C1=NNC(=N1)C=1N=C(N2C1C=NC(=C2)C)C(=O)N 1-[3-[4-hydroxy-5-methyl-2-(2-thiazol-2-ylethyl)pyrazol-3-yl]-1H-1,2,4-triazol-5-yl]-6-methyl-imidazo[1,5-a]pyrazine-3-carboxamide